7-(2,7-dimethyl-2H-indazol-5-yl)-5-fluoro-3-(piperidin-4-yl)quinazolin-4(3H)-one CN1N=C2C(=CC(=CC2=C1)C1=CC(=C2C(N(C=NC2=C1)C1CCNCC1)=O)F)C